CC1(CCC=2C(=NNC2C1)C(=O)NC=1C=NN(C1)C1CCC(CC1)CO)C 6,6-dimethyl-N-{1-[(1r,4r)-4-(hydroxymethyl)cyclohexyl]-1H-pyrazol-4-yl}-4,5,6,7-tetrahydro-1H-indazole-3-carboxamide